C1(=CC=CC=C1)N(C1=CC=CC=C1)C1=CC=2C3(C4=CC(=CC=C4C2C=C1)N(C1=CC=CC=C1)C1=CC=CC=C1)C1=CC(=CC=C1C=1C=CC(=CC13)N(C1=CC=CC=C1)C1=CC=CC=C1)N(C1=CC=CC=C1)C1=CC=CC=C1 2,2',7,7'-Tetrakis(N,N-diphenylamino)-9,9'-spirobifluoren